(1R,2S,5S)-3-[(2S)-2-amino-4,4-difluoro-butanoyl]-6,6-dimethyl-3-azabicyclo[3.1.0]hexane-2-carboxylic acid N[C@H](C(=O)N1[C@@H]([C@H]2C([C@H]2C1)(C)C)C(=O)O)CC(F)F